NC1=CC=C2C(OC(C2=C1)=O)CC1=C(C=C(C=C1)C(F)(F)F)C1=CC=CC=C1 6-amino-3-((5-(trifluoromethyl)-[1,1'-biphenyl]-2-yl)methyl)isobenzofuran-1(3H)-one